[Sm+3].B([O-])([O-])[O-].[O+2].[Ca+2] calcium oxygen borate samarium